[2-(4-formylcyclohexyl)thiazolo[4,5-c]Pyridin-6-yl]6-(trifluoromethyl)pyridine-2-carboxamide C(=O)C1CCC(CC1)C=1SC2=C(C=NC(=C2)C=2C(=NC(=CC2)C(F)(F)F)C(=O)N)N1